CCC(C)(C)[O-].[Mg+2].CCC(C)(C)[O-] magnesium tert-pentoxide